2-METHYL-2-([METHYL(PROPYL)AMINO]METHYL)BUTANAL CC(C=O)(CC)CN(CCC)C